4-(4-(1H-benzo[d]imidazol-2-yl)benzenesulfonylamino)piperidine-1-carboxylic acid tert-butyl ester C(C)(C)(C)OC(=O)N1CCC(CC1)NS(=O)(=O)C1=CC=C(C=C1)C1=NC2=C(N1)C=CC=C2